2-hydrazinyl-1-[2-(morpholin-4-yl)ethyl]-1H-1,3-benzodiazole bisTFA salt OC(=O)C(F)(F)F.OC(=O)C(F)(F)F.N(N)C1=NC2=C(N1CCN1CCOCC1)C=CC=C2